3-(2-Amino-4-oxo-5-(3-tolyl)-4,7-dihydro-3H-pyrrolo[2,3-d]pyrimidin-6-yl)-N,N-dimethyl-benzamide NC=1NC(C2=C(N1)NC(=C2C=2C=C(C=CC2)C)C=2C=C(C(=O)N(C)C)C=CC2)=O